7-bromo-6-fluorothieno[2,3-c]quinolin BrC=1C=CC=2C3=C(C=NC2C1F)SC=C3